OCC(CC)(CC)NC(=O)C1=NC=C(C=C1)N1CC(C1)OC N-[3-(hydroxymethyl)pent-3-yl]-5-(3-methoxyazetidin-1-yl)pyridine-2-carboxamide